methyl 2-(4,4-difluoro-3-methylpiperidin-1-yl)-6-methylnicotinate FC1(C(CN(CC1)C1=C(C(=O)OC)C=CC(=N1)C)C)F